ClC1=NC=C(C(=C1)NC1CCC(CC1)(O)C)C1=NC=C(N=C1)C(F)(F)F (1s,4s)-4-((2-chloro-5-(5-(trifluoromethyl)pyrazin-2-yl)pyridin-4-yl)amino)-1-methylcyclohexan-1-ol